OC(C(C(=O)O)C)CCCC 3-hydroxy-2-methylheptanoic acid